5-chloro-1'-(2-{4-[1-(dimethylphosphoryl)cyclopropyl]phenoxy}ethyl)-1,2-dihydrospiro[indole-3,4'-piperidin]-2-one ClC=1C=C2C(=CC1)NC(C21CCN(CC1)CCOC1=CC=C(C=C1)C1(CC1)P(=O)(C)C)=O